N1=CC=C(C=C1)C1=C(C=C(C(=C1)C1=CC=NC=C1)C1=CC=NC=C1)C1=CC=NC=C1 1,2,4,5-tetra(4-pyridyl)benzene